methyl 6-bromo-3-methoxy-1,3-dimethyl-2-oxoindoline-5-carboxylate BrC1=C(C=C2C(C(N(C2=C1)C)=O)(C)OC)C(=O)OC